6-fluoro-2-[1-methyl-5-(methylthio)-1H-pyrazol-3-yl]-4-methoxy-5-(trifluoromethyl)pyrimidine FC1=C(C(=NC(=N1)C1=NN(C(=C1)SC)C)OC)C(F)(F)F